O1C(=CC2=NC=CC=C21)C(=O)O furo[3,2-b]pyridine-2-formic acid